COC(C(C1=C(C=CC=C1)C1OCCCC1)N1C[C@@H](CC1)OCCCCC1=NC=2NCCCC2C=C1)=O 2-((R)-3-(4-(5,6,7,8-tetrahydro-1,8-naphthyridin-2-yl)butoxy)pyrrolidin-1-yl)-2-(2-(tetrahydro-2H-pyran-2-yl)phenyl)acetic acid methyl ester